methoxy(dimethyl)silane CO[SiH](C)C